1-(6-(1-benzyl-1H-pyrazol-4-yl)pyrazin-2-yl)-4-(4-fluorophenyl)piperidin-4-ol C(C1=CC=CC=C1)N1N=CC(=C1)C1=CN=CC(=N1)N1CCC(CC1)(O)C1=CC=C(C=C1)F